Cl.Cl.N[C@H](C(=O)OC1=C(C(=CC(=C1)\C=C\C=1[C@H]2C([C@@H](C(C1)=O)C2)(C)C)OC)OC(C(C(C)C)N)=O)C(C)C (2S,2'S)-5-((E)-2-((1R,5S)-6,6-dimethyl-4-oxobicyclo[3.1.1]hept-2-en-2-yl) vinyl)-3-methoxy-1,2-phenylene bis(2-amino-3-methylbutanoate) dihydrochloride